N-(2-(5-oxo-2-(((4-(trifluoromethyl)pyridin-3-yl)methyl)amino)-5,7-dihydro-6H-pyrrolo[3,4-b]pyridin-6-yl)ethyl)propionamide O=C1N(CC2=NC(=CC=C21)NCC=2C=NC=CC2C(F)(F)F)CCNC(CC)=O